N1C=C(CC2=CN=CC=C12)C(=O)[O-] 1,4-DIHYDRO-1,6-NAPHThYRIDINE-3-CARBOXYLATE